C(=O)(OCC1=CC=CC=C1)N[C@@H](CO)C(=O)O cbz-L-serine